(S,E)-1-(2-(Methoxy-d3)-4-(2-(2-methyl-[1,1'-biphenyl]-3-yl)ethenyl)-5-Trifluoromethylbenzyl)piperidine-2-carboxylic acid C(OC1=C(CN2[C@@H](CCCC2)C(=O)O)C=C(C(=C1)\C=C\C=1C(=C(C=CC1)C1=CC=CC=C1)C)C(F)(F)F)([2H])([2H])[2H]